rac-tert-butyl 5-fluoro-5-methyl-4-(triethylsilyloxy)-5,6-dihydropyridine-1(2H)-carboxylate F[C@]1(C(=CCN(C1)C(=O)OC(C)(C)C)O[Si](CC)(CC)CC)C |r|